3-bromo-2-(3-fluoropyridin-4-yl)-7-(2-hydroxyethyl)-1H,5H,6H,7H-pyrrolo[3,2-c]pyridin-4-one BrC1=C(NC2=C1C(NCC2CCO)=O)C2=C(C=NC=C2)F